methyl ((4-bromophenoxy) (((2S,5R)-5-(5-iodo-2,4-dioxo-3,4-dihydropyrimidin-1(2H)-yl)-2,5-dihydrofuran-2-yl) methoxy) phosphoryl)-L-alaninate BrC1=CC=C(OP(=O)(OC[C@H]2O[C@H](C=C2)N2C(NC(C(=C2)I)=O)=O)N[C@@H](C)C(=O)OC)C=C1